COC(=O)C1=C(C=CC=C1)NC(C)C=1C=C(C=C2C(N(C=3N(C12)C=NC3C(=O)OC(C)(C)C)C)=O)C Tert-butyl 9-(1-((2-(methoxycarbonyl) phenyl) amino) ethyl)-4,7-dimethyl-5-oxo-4,5-dihydroimidazo[1,5-a]quinazoline-3-carboxylate